N1,N2-bis((5-(2,6-diisopropylphenyl)-1H-pyrrol-2-yl)methyl)-N1,N2-dimethylethane-1,2-diamine C(C)(C)C1=C(C(=CC=C1)C(C)C)C1=CC=C(N1)CN(CCN(C)CC=1NC(=CC1)C1=C(C=CC=C1C(C)C)C(C)C)C